2-[4-[(E)-3-[3-(Carboxymethoxy)phenyl]prop-2-enoyl]phenoxy]acetic acid C(=O)(O)COC=1C=C(C=CC1)/C=C/C(=O)C1=CC=C(OCC(=O)O)C=C1